BrC1=NN(C(=C1)C(C)O)C (3-bromo-1-methyl-1H-pyrazol-5-yl)ethanol